C1(=C(C=CC=C1)OP(OC1=C(C=CC=C1)C)OC1=C(C=CC=C1)C)C Trio-tolylphosphite